3,4,5-trichloropyrimidine ClN1CN=CC(=C1Cl)Cl